N-(4-methyl-3-(((R)-1-(naphthalen-1-yl)ethyl)carbamoyl)phenyl)-1,4-bis(methylsulfonyl)piperazine-2-carboxamide CC1=C(C=C(C=C1)NC(=O)C1N(CCN(C1)S(=O)(=O)C)S(=O)(=O)C)C(N[C@H](C)C1=CC=CC2=CC=CC=C12)=O